C1(CCCCC1)N(C(CCN1C(=NC2=C1C=CC=C2C[C@@H]2COCC2)[C@@H]2CC[C@H](CC2)CC)=O)CC N-cyclohexyl-N-ethyl-3-{2-(trans-4-ethylcyclohexyl)-4-[(3S)-tetrahydrofuran-3-ylmethyl]-1H-benzimidazol-1-yl}propanamide